ethyl 6-bromo-1-(4-fluorobenzyl)-2-oxo-1,2-dihydro-1,8-naphthyridine-3-carboxylate BrC=1C=C2C=C(C(N(C2=NC1)CC1=CC=C(C=C1)F)=O)C(=O)OCC